N[C@H](C(=O)O)CC=1C=NC(=CC1)O (S)-2-amino-3-(6-hydroxypyridin-3-yl)propanoic acid